C(C)(C)(C)OC(=O)N1[C@@H](CCC1)C(=O)/C(=C/C1=CC=C(S1)C(=O)O)/C(=O)OCC (Z)-5-(2-((tert-butoxycarbonyl)-L-prolyl)-3-ethoxy-3-oxoprop-1-en-1-yl)thiophene-2-carboxylic acid